FC(C=1C=NC=CC1)(F)F 3-(trifluoromethyl)pyridine